FC=1C(=C(C=O)C=C(C1)\C=C\C1=CC=C(C=C1)N1CCCCC1)O (E)-3-fluoro-2-hydroxy-5-(4-(piperidin-1-yl)styryl)benzaldehyde